3-iodoimidazo[1,2-b]pyridazine-6-carboxylic acid ethyl ester C(C)OC(=O)C=1C=CC=2N(N1)C(=CN2)I